CC1(C(N(C(C1)=O)COCC[Si](C)(C)C)=O)C 3,3-dimethyl-1-((2-(trimethylsilyl)ethoxy)methyl)pyrrolidine-2,5-dione